butylidenephthalide (5-(3,5-dichlorophenyl)-5-(trifluoromethyl)-4,5-dihydroisoxazol-3-yl)phenyl-3-bromoBenzoate ClC=1C=C(C=C(C1)Cl)C1(CC(=NO1)C1=C(C(=C(C(=O)O)C=C1)C1=CC=CC=C1)Br)C(F)(F)F.C(CCC)=C1OC(=O)C2=CC=CC=C12